sodium Para-fluorobenzenesulfinate FC1=CC=C(C=C1)S(=O)[O-].[Na+]